N-[(3R)-5-nitro-3-(oxan-4-yl)-3,4-dihydro-2H-1,4-benzoxazin-7-ylsulfonyl]-6-{2-oxo-7-azaspiro[3.5]nonan-7-yl}pyridine-3-carboxamide [N+](=O)([O-])C1=CC(=CC2=C1N[C@@H](CO2)C2CCOCC2)S(=O)(=O)NC(=O)C=2C=NC(=CC2)N2CCC1(CC(C1)=O)CC2